C1(=CC=CC=C1)C(C(=O)OCC)=[N+]=[N-] Ethyl phenyldiazoacetate